NC1=CC=C(C=N1)[C@@H]1OC[C@@H](N(C1)C[C@@H]1[C@H](C1)CCNC(=O)C=1NC2=CC=CC=C2C1)C N-(2-((1R,2S)-2-(((2S,5S)-2-(6-aminopyridin-3-yl)-5-methylmorpholino)methyl)cyclopropyl)ethyl)-1H-indole-2-carboxamide